[C@H]12CN(C[C@H](CC1)N2)C2=CC(=C(C=C2)NC2=NC=C(C(=N2)NCCCN2CCOCCC2=O)C(F)(F)F)CC 4-(3-((2-((4-((1R,5S)-3,8-diazabicyclo[3.2.1]octan-3-yl)-2-ethylphenyl)amino)-5-(trifluoromethyl)pyrimidin-4-yl)amino)propyl)-1,4-oxazepan-5-one